5-(((5-chloro-1-methyl-2-oxo-1,2-dihydropyridin-3-yl)amino)(4-chlorophenyl)methyl)-2-(2,4-dimethoxypyrimidin-5-yl)-1-(3-hydroxypropyl)-1H-imidazole-4-carboxylic acid ClC=1C=C(C(N(C1)C)=O)NC(C1=C(N=C(N1CCCO)C=1C(=NC(=NC1)OC)OC)C(=O)O)C1=CC=C(C=C1)Cl